(R)-3-(2-oxo-6-(4-((4-(2-(4-(trifluoromethyl)-1H-imidazol-1-yl)pyrimidin-4-yl)piperazin-1-yl)methyl)benzyl)benzo[cd]indol-1(2H)-yl)piperidine-2,6-dione O=C1N(C2=CC=C(C=3C2=C1C=CC3)CC3=CC=C(C=C3)CN3CCN(CC3)C3=NC(=NC=C3)N3C=NC(=C3)C(F)(F)F)[C@H]3C(NC(CC3)=O)=O